BrC=1C=C2C(=C(N(C2=CC1)C(C)(C)C(N)=O)C1=CC(=NC=C1)N1CCN(CC1)C(=O)OCC1=CC=CC=C1)CC(CO[Si](C1=CC=CC=C1)(C1=CC=CC=C1)C(C)(C)C)(C)C benzyl 4-[4-(5-bromo-3-[3-[(tert-butyldiphenylsilyl)oxy]-2,2-dimethylpropyl]-1-(1-carbamoyl-1-methylethyl)indol-2-yl)pyridin-2-yl]piperazine-1-carboxylate